1-(5-(2,5-dichloropyrimidin-4-yl)thiazol-2-yl)azepin-3-ol ClC1=NC=C(C(=N1)C1=CN=C(S1)N1C=C(C=CC=C1)O)Cl